4-(8-(7-(difluoromethyl)-6-(1-methyl-1H-pyrazol-4-yl)-3,4-dihydroquinolin-1(2H)-yl)-1,2,3,4-tetrahydroisoquinolin-6-yl)morpholine FC(C1=C(C=C2CCCN(C2=C1)C=1C=C(C=C2CCNCC12)N1CCOCC1)C=1C=NN(C1)C)F